C(C)(C)(C)OC(=O)N1CC(OCC1)COC 2-(methoxymethyl)morpholine-4-carboxylic acid tert-butyl ester